tert-butyl 3-((4-(1-(1-((2-chloro-4-(trifluoromethyl)phenyl)carbamoyl)cyclobutyl)-1H-pyrazol-4-yl)piperidin-1-yl)methyl)azetidine-1-carboxylate ClC1=C(C=CC(=C1)C(F)(F)F)NC(=O)C1(CCC1)N1N=CC(=C1)C1CCN(CC1)CC1CN(C1)C(=O)OC(C)(C)C